S1C(=CC=C1)NC(OC1=CC=CC=C1)=O Phenyl thiophen-2-ylcarbamate